C(CCC)C1(CC=CC2=CC=CC(=C12)N)N 1-Butylnaphthalene-1,8-diamine